eicosanoic acid butyl ester C(CCC)OC(CCCCCCCCCCCCCCCCCCC)=O